methyl 6-((4,4-difluoropiperidin-1-yl)methyl)nicotinate FC1(CCN(CC1)CC1=NC=C(C(=O)OC)C=C1)F